ethyl 4-((4-hydroxy-2-methylcyclohexyl)amino)-1H-pyrrolo[2,3-b]pyridine-5-carboxylate OC1CC(C(CC1)NC1=C2C(=NC=C1C(=O)OCC)NC=C2)C